ETHYL 2-(4-((TERT-BUTYLDIMETHYLSILYL)OXY)CHROMAN-3-YL)ACETATE [Si](C)(C)(C(C)(C)C)OC1C(COC2=CC=CC=C12)CC(=O)OCC